N-(3,4-difluorophenyl)-6-methyl-4-[(1-methylcyclopropyl)amino]furo[2,3-d]pyrimidine-5-carboxamide FC=1C=C(C=CC1F)NC(=O)C1=C(OC=2N=CN=C(C21)NC2(CC2)C)C